OCCOC1=C(C(=NC(=N1)C1=CC(=NC=C1)C=1N=NNN1)NS(=O)(=O)C1=NC=C(C=C1)C(C)C)OC1=C(C=CC=C1)OC N-[6-(2-hydroxyethoxy)-5-(2-methoxyphenoxy)-2-[2-(2H-tetrazol-5-yl)pyridin-4-yl]pyrimidin-4-yl]-5-propan-2-ylpyridine-2-sulfonamide